BrC1=CC=2C(OCC3=NN(C=C3C3=CN=C(C(NS(C(=C1O)C2)(=O)=O)=C3)OC)C(F)F)=O 12-Bromo-4-(difluoromethyl)-13-hydroxy-18-methoxy-15,15-dioxo-8-oxa-15λ6-thia-4,5,16,19-tetrazatetracyclo[15.3.1.110,14.02,6]docosa-1(20),2,5,10(22),11,13,17(21),18-octaen-9-one